C(C)(C)Cl (isopropyl) chloride